C12C3=NC=C(C=C3CC(C1)C2)C#N 3-azatricyclo[7.1.1.02,7]undeca-2,4,6-triene-5-carbonitrile